N-{[4-(1-methyl-1H-pyrazol-4-yl)phenyl]methyl}-6-{7-[2-(1H-pyrazol-1-yl)ethoxy]imidazo[1,2-a]pyridin-3-yl}pyrimidin-4-amine CN1N=CC(=C1)C1=CC=C(C=C1)CNC1=NC=NC(=C1)C1=CN=C2N1C=CC(=C2)OCCN2N=CC=C2